C1(CCCC1)N1C(N(C(C(=C1)C(=O)O)=O)C1=CC=C(C=C1)F)=O 1-Cyclopentyl-3-(4-fluorophenyl)-2,4-dioxo-1,2,3,4-tetrahydropyrimidine-5-carboxylic acid